C(C1=CC=CC=C1)OC1=CC(=C(C=C1F)C1=CC(=C2C(=NNC2=C1)C(OCC)OCC)F)CC 6-(4-(benzyloxy)-2-ethyl-5-fluorophenyl)-3-(diethoxymethyl)-4-fluoro-1H-indazole